FC(C)(F)C1(CCC(CC1)NC(OC(C)(C)C)=O)O tert-butyl (4-(1,1-difluoroethyl)-4-hydroxycyclohexyl)carbamate